OC1=C(C=2C=CC=C(C2C=C1)C(=O)O)C1=C(C=CC2=CC=CC=C12)O 2,2'-dihydroxy-[1,1'-binaphthyl]-5-carboxylic acid